Cl.S1C(=CC=C1)C1=C(SC=C1)CCN 2-(3-thiophen-2-ylthiophen-2-yl)ethanamine hydrochloride